CC1(C2=C(C=CC(=C2)CC(=O)ON3C(=O)CCC3=O)N4C1=C5C=C6C(CC[N+]7=C6C(C8=C7C=CC(=C8)S(=O)(=O)[O-])(C)C)OC5CC4)C The molecule is a fluorescent dye with a maximum emission wavelength of 572 nm, derived from a heteroheptacyclic ring system. It has a role as a fluorochrome. It is an iminium betaine, an organic heteroheptacyclic compound and a cyanine dye.